4-({6-(2-hydroxyethyl)-8-[(1r,2s)-2-methylcyclopentyl]-7-oxo-7,8-dihydropyrido[2,3-d]pyrimidin-2-yl}amino)-N-methylpiperidine-1-sulfonamide OCCC1=CC2=C(N=C(N=C2)NC2CCN(CC2)S(=O)(=O)NC)N(C1=O)[C@H]1[C@H](CCC1)C